N1C=CC2=CC(=CC=C12)C1N(CC(CC1)C)C(C(=O)NC=1C=C(C=NC1)C(=O)N)=O 5-[[2-[2-(1H-indol-5-yl)-5-methyl-1-piperidyl]-2-oxo-acetyl]amino]pyridine-3-carboxamide